5-morpholino-N-(trans-4-(4-(trifluoromethyl)benzyloxy)pyrrolidin-3-yl)pyrimidin-2-amine O1CCN(CC1)C=1C=NC(=NC1)N[C@@H]1CNC[C@H]1OCC1=CC=C(C=C1)C(F)(F)F